((2-chloro-4-(trifluoromethyl)benzyl)oxy)-2-methyl-3,4-dihydroisoquinolin-1(2H)-one ClC1=C(COC2N(C(C3=CC=CC=C3C2)=O)C)C=CC(=C1)C(F)(F)F